5-chlorofuro[3,2-b]pyridine-2-carboxylic acid ClC1=CC=C2C(=N1)C=C(O2)C(=O)O